N1=CC=C(C=C1)C=1N=C(N2C1C=CC=C2)C(=O)NC2CCOCC2 1-(pyridin-4-yl)-N-(tetrahydro-2H-pyran-4-yl)imidazo[1,5-a]pyridine-3-carboxamide